CN1CCN(CC1)CC=1N=NN(C1)C1=CC=C(N)C=C1 4-(((4-methylpiperazin-1-yl)methyl)-1H-1,2,3-triazole-1-yl)aniline